NN(C(C1=CC=CC=C1)=O)C1=CC=C(C=C1)[Si](OCC)(OCC)OCC N-amino-N-(4-(triethoxysilyl)phenyl)benzamide